ClC=1C(=NC(=NC1)NC1=CC(=C(C=C1OC(C)C)C1CCN(CC1)CC=1C=C(C=CC1)C1C(NC(CC1)=O)=O)C)NC1=C(C=CC=C1)S(=O)(=O)C(C)C 3-(3-((4-(4-((5-chloro-4-((2-(isopropylsulfonyl)phenyl)amino)pyrimidin-2-yl)amino)-5-isopropoxy-2-methylphenyl)piperidin-1-yl)methyl)phenyl)piperidine-2,6-dione